ClC1=C(C=C(C=C1)F)CC(=O)N1CCC2=CC(=CC(=C12)F)C1=NC(=NC=C1)NC1=CC=NN1C 2-(2-chloro-5-fluorophenyl)-1-(7-fluoro-5-(2-((1-methyl-1H-pyrazol-5-yl)amino)pyrimidin-4-yl)indolin-1-yl)ethan-1-one